butyl ((2-(((1-(morpholinosulfonyl)-4-phenylpyrrolidin-2-yl)methyl)thio)pyridin-4-yl)methyl)carbamate O1CCN(CC1)S(=O)(=O)N1C(CC(C1)C1=CC=CC=C1)CSC1=NC=CC(=C1)CNC(OCCCC)=O